5-fluoro-2H-chromene-3-carboxylic acid FC1=C2C=C(COC2=CC=C1)C(=O)O